CC(CN(C1=C(C=C(C=C1)C1(CCCC1)C#N)[N+](=O)[O-])CC(C)C)C 1-[4-[bis(2-methylpropyl)amino]-3-nitrophenyl]cyclopentane-1-carbonitrile